rel-tert-butyl (2S,4S)-4-((6-(2-allyl-6-((1-methyl-1H-indazol-5-yl)amino)-3-oxo-2,3-dihydro-1H-pyrazolo[3,4-d]pyrimidin-1-yl)pyridin-2-yl)oxy)-2-methylpiperidine-1-carboxylate C(C=C)N1N(C2=NC(=NC=C2C1=O)NC=1C=C2C=NN(C2=CC1)C)C1=CC=CC(=N1)O[C@@H]1C[C@@H](N(CC1)C(=O)OC(C)(C)C)C |o1:31,33|